FC1=C(OC=2C=CC=3N(N2)C=NC(C3C3=C(C=CC=C3F)F)=O)C=CC(=C1)F 2-(2,4-difluorophenoxy)-5-(2,6-difluorophenyl)-6H-pyrimido[1,6-b]pyridazin-6-one